C1=NC=CC2=C(C=CC=C12)C1=NC(=NC(=N1)NC1=CC(=CC=C1)C(F)(F)F)C=1CCN(CC1)C(=O)OC(C)(C)C tert-butyl 4-(4-(isoquinolin-5-yl)-6-((3-(trifluoromethyl)phenyl)amino)-1,3,5-triazin-2-yl)-3,6-dihydropyridine-1(2H)-carboxylate